NC=1C2=C(N=CN1)N(C=C2C2=C1C=CN=CC1=C(C=C2)NC(=O)NC2=CC(=NO2)C2(CC2)C(F)(F)F)C2CC2 1-(5-(4-amino-7-cyclopropyl-7H-pyrrolo[2,3-d]pyrimidin-5-yl)isoquinolin-8-yl)-3-(3-(1-(trifluoromethyl)cyclopropyl)-isoxazol-5-yl)urea